tert-butyl (S)-4-(1-(4-fluorophenyl)-1,2,3,4-tetrahydroisoquinoline-2-carbonyl)-1,4-diazepane-1-carboxylate FC1=CC=C(C=C1)[C@@H]1N(CCC2=CC=CC=C12)C(=O)N1CCN(CCC1)C(=O)OC(C)(C)C